4-[(1s,4s,5r)-5-{[5-cyclopropyl-3-(2,6-dichlorophenyl)-1,2-oxazol-4-yl]methoxy}-2-azabicyclo[2.2.1]heptan-2-yl]-2-fluoro-N-(2-methylsulfonylethyl)benzamide C1(CC1)C1=C(C(=NO1)C1=C(C=CC=C1Cl)Cl)CO[C@H]1[C@@H]2CN([C@H](C1)C2)C2=CC(=C(C(=O)NCCS(=O)(=O)C)C=C2)F